F[C@@H]1[C@H]2CC[C@@H](C[C@@H]1NC(OC(C)(C)C)=O)N2C2=C(N=C1C(=N2)N(N=C1I)COCC[Si](C)(C)C)CO tert-butyl N-[(1R,2S,3S,5S)-2-fluoro-8-[5-(hydroxymethyl)-3-iodo-1-{[2-(trimethylsilyl)ethoxy]methyl}-1H-pyrazolo[3,4-b]pyrazin-6-yl]-8-azabicyclo[3.2.1]octan-3-yl]carbamate